BrC1=CC=C(C=C1)C=1C(=C2C3=CC=CC4=CC=CC(C2=C(C1)C1=CC=CC=C1)=C43)C4=CC=CC=C4 8-(4-bromophenyl)-7,10-diphenylfluoranthene